bis(2,3,6-trifluorophenyl)-4,4',5,5'-tetrakis-(3-methoxyphenyl)biimidazole FC1=C(C(=CC=C1F)F)C1(N=C(C(=N1)C1=CC(=CC=C1)OC)C1=CC(=CC=C1)OC)C1(N=C(C(=N1)C1=CC(=CC=C1)OC)C1=CC(=CC=C1)OC)C1=C(C(=CC=C1F)F)F